[Rh](Cl)(Cl)Cl.C1(=CC=CC=C1)P(C1=CC=CC=C1)C1=CC=CC=C1.C1(=CC=CC=C1)P(C1=CC=CC=C1)C1=CC=CC=C1.C1(=CC=CC=C1)P(C1=CC=CC=C1)C1=CC=CC=C1 tris-(triphenylphosphine) rhodium chloride